CSC1C(NC(N1)=O)=O 5-methylmercapto-hydantoin